(R)-6-(4-chlorophenyl)-N-(1-cyanopyrrolidin-3-yl)nicotinamide ClC1=CC=C(C=C1)C1=NC=C(C(=O)N[C@H]2CN(CC2)C#N)C=C1